3-(2-(4-chlorophenyl)benzo[d]imidazo[2,1-b]thiazol-7-yl)-N-methylpropanamide ClC1=CC=C(C=C1)C=1N=C2SC3=C(N2C1)C=CC(=C3)CCC(=O)NC